3-(azidomethyl)-6-methoxy-1H-indole N(=[N+]=[N-])CC1=CNC2=CC(=CC=C12)OC